tert-Butyl ((2S,4S)-2-phenylpiperidin-4-yl)carbamate C1(=CC=CC=C1)[C@H]1NCC[C@@H](C1)NC(OC(C)(C)C)=O